O=C1C(=NC=CN1C1=NC=C(C=N1)C(F)(F)F)OC(=O)N1CCCCC1 3-oxo-4-[5-(trifluoromethyl)pyrimidin-2-yl]pyrazin-2-ylpiperidine-1-carboxylate